3,5-bis(hydroxymethyl)benzenesulfonic acid OCC=1C=C(C=C(C1)CO)S(=O)(=O)O